1-[5-[4-(2-Aminoethoxy)piperidine-1-carbonyl]-2-methoxy-phenyl]hexahydropyrimidine-2,4-dione NCCOC1CCN(CC1)C(=O)C=1C=CC(=C(C1)N1C(NC(CC1)=O)=O)OC